3-({5'-chloro-7'-oxo-7',8'-dihydro-6'H-spiro[cyclohexane-1,9'-furo[2,3-f]quinazoline]-2'-ylmethyl}(ethyl)amino)propanenitrile ClC=1C=C2C(=C3C4(NC(NC13)=O)CCCCC4)OC(=C2)CN(CCC#N)CC